O-(tert-butyldimethylsilyl)-L-serine methyl ester COC([C@@H](N)CO[Si](C)(C)C(C)(C)C)=O